4-(dimethyl-(phenyl)silyl)cyclohexanone C[Si](C1CCC(CC1)=O)(C1=CC=CC=C1)C